tertiary butyl 1-((1-(3-methoxy-4-nitrophenyl)piperidin-4-yl)methyl)azetidin-3-carboxylate COC=1C=C(C=CC1[N+](=O)[O-])N1CCC(CC1)CN1CC(C1)C(=O)OC(C)(C)C